(S)-9-((2-(2-amino-3-methoxypropoxy)naphthalen-1-yl)methyl)-9H-purin-6-amin N[C@H](COC1=C(C2=CC=CC=C2C=C1)CN1C2=NC=NC(=C2N=C1)N)COC